1-phenethylpiperidine-4-carboxamide C(CC1=CC=CC=C1)N1CCC(CC1)C(=O)N